(2S,3R)-3-hydroxy-2-(methylamino)butanoic acid O[C@@H]([C@@H](C(=O)O)NC)C